Indium Oxide Indium [In+3].[O-2].[In+3].[O-2].[O-2]